4-methylpyrimidine-2-carbaldehyde CC1=NC(=NC=C1)C=O